C(C)(=O)NC1=C(C(=O)NC=2SC(=CC2)C#N)C=CC=C1 2-Acetamido-N-(5-cyanothiophen-2-yl)benzamide